diethylhexyl sulfosuccinate sodium salt [Na+].S(=O)(=O)(O)C(C(=O)OC(CCCCC)(CC)CC)CC(=O)[O-]